2-(4-(1-(3,5-difluorophenyl)-3-(3,3-dimethylmorpholine-4-carbonyl)-7-methoxy-1,4-dihydrochromeno[4,3-c]pyrazol-8-yl)-1H-pyrazol-1-yl)acetic acid FC=1C=C(C=C(C1)F)N1N=C(C2=C1C=1C=C(C(=CC1OC2)OC)C=2C=NN(C2)CC(=O)O)C(=O)N2C(COCC2)(C)C